C12(CCC(CC1)CC2)C(=O)N[C@H](C(=O)O)CNC(=O)[C@H]2CN(CCC2)CCCC2=NC=1NCCCC1C=C2 (S)-2-(bicyclo[2.2.2]octane-1-carboxamido)-3-((R)-1-(3-(5,6,7,8-tetrahydro-1,8-naphthyridin-2-yl)propyl)piperidine-3-carboxamido)propanoic acid